5-benzyl-N-(9-fluoro-1-methyl-2-oxo-1,2,3,4-tetrahydro-[1,4]diazepino[3,2,1-hi]indol-3-yl)-4H-1,2,4-triazole-3-carboxamide C(C1=CC=CC=C1)C=1NC(=NN1)C(=O)NC1C(N(C=2C=C(C=C3C=CN(C23)C1)F)C)=O